N-[6-tert-butyl-1-(2,4,6-trimethylphenyl)pyrazolo[3,4-b]pyridin-3-yl]benzenesulfonamide C(C)(C)(C)C1=CC=C2C(=N1)N(N=C2NS(=O)(=O)C2=CC=CC=C2)C2=C(C=C(C=C2C)C)C